N1-methyl-N3-(1H-pyrazol-4-yl)-N1-(pyrrolidin-3-yl)bicyclo[1.1.1]pentane-1,3-dicarboxamide CN(C(=O)C12CC(C1)(C2)C(=O)NC=2C=NNC2)C2CNCC2